(3-fluoro-4-(1-(quinolin-6-ylmethyl)-1H-[1,2,3]triazolo[4,5-b]pyrazin-6-yl)phenyl)dimethyl-phosphine oxide FC=1C=C(C=CC1C1=CN=C2C(=N1)N(N=N2)CC=2C=C1C=CC=NC1=CC2)P(C)(C)=O